5-chloro-1'-{1-[3-(difluoromethyl)-4-methanesulfonylphenoxy]propan-2-yl}-1,2-dihydrospiro[indole-3,4'-piperidin]-2-one ClC=1C=C2C(=CC1)NC(C21CCN(CC1)C(COC1=CC(=C(C=C1)S(=O)(=O)C)C(F)F)C)=O